dimethyldi(hexadecyl)ammonium bromide [Br-].C[N+](CCCCCCCCCCCCCCCC)(CCCCCCCCCCCCCCCC)C